6'-bromo-7'-fluoro-1'-(2,2,2-trifluoroethyl)spiro[cyclopropane-1,3'-indolin]-2'-one BrC1=CC=C2C3(C(N(C2=C1F)CC(F)(F)F)=O)CC3